[Si](C1=CC=CC=C1)(C1=CC=CC=C1)(C(C)(C)C)OCC1CC(C1)N1N=CC(=C1)C=1N=C(C=2N(C1)N=CC2C#N)C=2C=NC(=CC2)F 6-[1-[3-[[tert-butyl(diphenyl)silyl]oxymethyl]cyclobutyl]pyrazol-4-yl]-4-(6-fluoro-3-pyridyl)pyrazolo[1,5-a]pyrazine-3-carbonitrile